ClC1=C(C=NN1C)S(=O)(=O)N1CCC(CC1)C=1C(=CC(=NC1)N(C)C)C 5-(1-((5-chloro-1-methyl-1H-pyrazol-4-yl)sulfonyl)piperidin-4-yl)-N,N,4-trimethylpyridin-2-amine